3-(imidazo[1,2-b]pyridazin-3-ylethynyl)-4-methyl-N-(4-(4-(methylamino)piperidine-1-yl)-3-(trifluoromethyl)phenyl)benzamide N=1C=C(N2N=CC=CC21)C#CC=2C=C(C(=O)NC1=CC(=C(C=C1)N1CCC(CC1)NC)C(F)(F)F)C=CC2C